2-methyl-2-[4-[[6-(methylamino)-9H-purin-2-yl]amino]indazol-1-yl]propanenitrile CC(C#N)(C)N1N=CC2=C(C=CC=C12)NC1=NC(=C2N=CNC2=N1)NC